3-(2-methoxyethyl)aniline tert-butyl-3-fluoro-6-(4,4,5,5-tetramethyl-1,3,2-dioxaborolan-2-yl)-3,4-dihydropyridine-1(2H)-carboxylate C(C)(C)(C)OC(=O)N1CC(CC=C1B1OC(C(O1)(C)C)(C)C)F.COCCC=1C=C(N)C=CC1